C(C)N[C@H]1CNCC1 (R)-N-ethylpyrrolidin-3-amine